P(O)(O)(=S)O[C@H]1[C@H]([C@@H](O[C@@H]1CO)N1C=NC=2C(N)=NC=NC12)OC O-methyladenosine 3'-phosphorothioate